(±)-N-cyclopropyl-N-methyl-2-((methylsulfinyl)methyl)-4-nitroaniline C1(CC1)N(C1=C(C=C(C=C1)[N+](=O)[O-])C[S@](=O)C)C |r|